C(=O)C=1C=C(C=CC1O)C1=CC=C(C=C1)C(=O)O 3'-FORMYL-4'-HYDROXY[1,1'-BIPHENYL]-4-CARBOXYLIC ACID